NC=1N=C(SC1C(=O)C1=CC=C(C=C1)OC(F)F)NC1=C(C=C(C=C1)Cl)F [4-amino-2-(4-chloro-2-fluoro-anilino)thiazol-5-yl]-[4-(difluoromethoxy)phenyl]methanone